CN1CCN(CC1)S(=O)(=O)C1=CC=C(CN2C(NC3=CC=C(C=C3C2=O)N)=O)C=C1 3-[4-(4-methylpiperazinosulfonyl)benzyl]-6-amino-2,4(1H,3H)-quinazolinedione